C(C)OC(=O)[C@@H]1CN(CCC1)C([C@@H](C)OC1=CC=C2C(=CC(NC2=C1)=O)C1=C(C=CC=C1)C)=O.NC([C@H](C)NC(C1=CC(=CC(=C1)C(F)(F)F)C(F)(F)F)=O)=O N-[(2S)-1-amino-1-oxoprop-2-yl]-3,5-bis(trifluoromethyl)benzamide ethyl-(S)-1-((R)-2-((2-oxo-4-(o-tolyl)-1,2-dihydroquinolin-7-yl)oxy)propanoyl)piperidine-3-carboxylate